ClC1=C(C=C(C=C1)C=1C=C2C(=NC1)C=NN2CC(CC)=O)OC(F)F 1-[6-[4-chloro-3-(difluoromethoxy)phenyl]pyrazolo[4,3-b]pyridin-1-yl]butan-2-one